C(C)OC([C@@H](NC(CNC(CC[C@@H]1[C@@H](O)[C@@H](O)[C@H](O)[C@H](O1)CO)=O)=O)CC1=CC=CC=C1)=O 3-(α-D-Mannopyranosyl)propionyl-L-glycyl-L-phenylalanine ethyl ester